(4-bromo-2-nitrophenoxy)tetrahydrofuran BrC1=CC(=C(OC2OCCC2)C=C1)[N+](=O)[O-]